ClC1=C(C(=CC(=C1)C(F)(F)F)F)C1N(CCC(C1)O)C(=O)[O-] 2-(2-chloro-6-fluoro-4-(trifluoromethyl)phenyl)-4-hydroxypiperidine-1-carboxylate